β-D-idofuranose O[C@H]1[C@@H](O)[C@H](O)[C@@H](O1)[C@H](O)CO